(R)-N-(1-(2-(1-(difluoromethyl)-1H-pyrazol-4-yl)quinolin-4-yl)ethyl)-5-(2-(dimethylamino)ethoxy)-2-methylbenzamide FC(N1N=CC(=C1)C1=NC2=CC=CC=C2C(=C1)[C@@H](C)NC(C1=C(C=CC(=C1)OCCN(C)C)C)=O)F